tert-butyl 4-(N-p-fluorobenzyl-N-propargyl-amino)-phenylaminocarbamate FC1=CC=C(CN(CC#C)C2=CC=C(C=C2)NNC(OC(C)(C)C)=O)C=C1